1-(2,2-difluoro-1,3-benzodioxolan-5-yl)-N-[1-[(2R)-2,3-dihydroxypropyl]-6-fluoro-2-(2-hydroxy-1,1-dimethylethyl)-1H-indol-5-yl]-cyclopropanecarboxamide FC1(OC2=C(O1)C=CC(=C2)C2(CC2)C(=O)NC=2C=C1C=C(N(C1=CC2F)C[C@H](CO)O)C(CO)(C)C)F